COC1=CC=C(CN(C2=NC=C3C=C(C=NC3=C2)C2=CC(=CN=N2)C(=O)N)C)C=C1 6-(7-((4-methoxybenzyl)(methyl)amino)-1,6-naphthyridin-3-yl)pyridazine-4-carboxamide